CC1=C(C2=CC=CC=C2C=C1)NC(C(=O)NCC1=NC=CC=C1)=O N-(2-methylnaphthalen-1-yl)-N'-[(pyridin-2-yl)methyl]ethanediamide